FC(C(C(C(C(C(C(C(C(C(C(C(CCCCCCCCCCCCCCCC)(F)F)(F)F)(F)F)(F)F)(F)F)(F)F)(F)F)(F)F)(F)F)(F)F)(F)F)(F)F 1,1,1,2,2,3,3,4,4,5,5,6,6,7,7,8,8,9,9,10,10,11,11,12,12-pentacosafluorooctacosane